ClC=1N=C(C(=C2C1NC(=C2C)C)C2=C1CCN(CC1=CC=C2)C(=O)OC(C)(C)C)C tert-Butyl 5-(7-chloro-2,3,5-trimethyl-1H-pyrrolo[2,3-c]pyridin-4-yl)-3,4-dihydroisoquinoline-2(1H)-carboxylate